3-hydroxy-4-(4-(((3R,5S)-5-hydroxy-1-methylpiperidin-3-yl)amino)phthalazin-1-yl)benzonitrile OC=1C=C(C#N)C=CC1C1=NN=C(C2=CC=CC=C12)N[C@H]1CN(C[C@H](C1)O)C